FC(C1CC(C1)(O)C1=CC2=NC(=CC=C2S1)C1=CC=2C(N=C1)=NN(C2)C)F cis-3-(difluoromethyl)-1-(5-(2-methyl-2H-pyrazolo[3,4-b]pyridin-5-yl)thieno[3,2-b]pyridin-2-yl)cyclobutanol